1-(3-isocyanopropyl)-1H-pyrazole [N+](#[C-])CCCN1N=CC=C1